CN(C=1C=C(C=CC1C1=C2C(=NNC2=CC=C1)N)C=1CCCCC1)C 4-(3-(dimethylamino)-2',3',4',5'-tetrahydro-[1,1'-biphenyl]-4-yl)-1H-indazol-3-amine